2-[4-[6-[(4-Cyano-2-fluoro-phenyl)methoxy]-2-pyridinyl]-2,5-difluoro-phenyl]-N-[2-(2-methoxyethylamino)-4-(2H-tetrazol-5-yl)phenyl]acetamide C(#N)C1=CC(=C(C=C1)COC1=CC=CC(=N1)C1=CC(=C(C=C1F)CC(=O)NC1=C(C=C(C=C1)C=1N=NNN1)NCCOC)F)F